ClC1=CC=2C(C3=CC=CC=C3C2C=C1)(C(=O)N1[C@H]2CC([C@@H]([C@@H]1C(=O)N[C@@H](C[C@@H]1C(NCCC1)=O)C#N)CC2)(F)F)O (1R,3R,4R)-2-(2-chloro-9-hydroxy-9H-fluorene-9-carbonyl)-N-((S)-1-cyano-2-((R)-2-oxopiperidin-3-yl)ethyl)-5,5-difluoro-2-azabicyclo[2.2.2]octane-3-carboxamide